3-methyl-7,8,9,10-tetrahydropyrido[1,2-a]azepin-4(6H)-one CC1=CC=C2N(CCCCC2)C1=O